Cl.N[C@@H]1CN(CC[C@H]1F)C1=NC2=C(N1CC1=NC=C(C=N1)OC)C=C(C=C2)C#N 2-((3R,4R)-3-Amino-4-fluoropiperidin-1-yl)-1-((5-methoxypyrimidin-2-yl)methyl)-1H-benzo[d]imidazol-6-carbonitril-hydrochlorid